anthracenyl-butyric acid C1(=CC=CC2=CC3=CC=CC=C3C=C12)C(C(=O)O)CC